N-[6-(5-chloro-1,3-benzoxazol-2-yl)spiro[3.3]heptan-2-yl]-5-(dimethylaminosulfonyl)furan-2-carboxamide ClC=1C=CC2=C(N=C(O2)C2CC3(CC(C3)NC(=O)C=3OC(=CC3)S(=O)(=O)N(C)C)C2)C1